C1(CCCCCC1)NC(C(CC1CCN(CC1)C)N(C(CCCCCCCCCCC)=O)C(CCCCCCCCCCC)CCCCCCCCCCC)=O N-(1-(cycloheptylamino)-3-(1-methylpiperidin-4-yl)-1-oxopropan-2-yl)-N-(tricosan-12-yl)dodecanamide